(5R)-2-[(3-bromo-2-fluorophenyl)methyl]-5-methyl-3-oxopyrrolidine-1-carboxylic acid benzyl ester C(C1=CC=CC=C1)OC(=O)N1C(C(C[C@H]1C)=O)CC1=C(C(=CC=C1)Br)F